NC1=C(C2=C(N=C(N=C2)C)N1C1=NC=CC2=C1C(=NN2C2OCCCC2)C)C#N 6-amino-2-methyl-7-(3-methyl-1-(tetrahydro-2H-pyran-2-yl)-1H-pyrazolo[4,3-c]pyridin-4-yl)-7H-pyrrolo[2,3-d]pyrimidine-5-carbonitrile